L-4-hydroxy-phenyl-glycine OC1=CC=C(C=C1)NCC(=O)O